2,3-dimethyl-4-acetamidonitrobenzene CC1=C(C=CC(=C1C)NC(C)=O)[N+](=O)[O-]